N-(7-(((1S,5R)-3-methyl-3-azabicyclo[3.1.0]hexan-1-yl)ethynyl)-4-((4-phenoxyphenyl)amino)quinazolin-6-yl)acrylamide CN1C[C@]2(C[C@H]2C1)C#CC1=C(C=C2C(=NC=NC2=C1)NC1=CC=C(C=C1)OC1=CC=CC=C1)NC(C=C)=O